methyl 2-[4-[3-[3,5-dimethoxy-4-(2,2,2-trifluoroethyl-carbamoyl) phenyl]imidazo[1,2-a]pyridin-7-yl]pyrazol-1-yl]propanoate COC=1C=C(C=C(C1C(NCC(F)(F)F)=O)OC)C1=CN=C2N1C=CC(=C2)C=2C=NN(C2)C(C(=O)OC)C